C(C)(C)(C)N(C(O)=O)C=1C=C2C3(CN(C2=CC1)C)CC3.OCC3N(CCC3)S(=O)(=O)C3=CC=C(C=C3)NC(C3=CC(=C(C=C3)OC)I)=O N-(4-((2-(hydroxymethyl)pyrrolidin-1-yl)sulfonyl)phenyl)-3-iodo-4-methoxybenzamide Tert-butyl-(1'-methylspiro[cyclopropane-1,3'-indoline]-5'-yl)carbamate